tertiary-butyl-germane methyl-(S,E)-(7-amino-1,7-dioxo-1-((2-oxo-1-((4-phenoxy-1H-benzo[d]imidazol-2-yl)methyl)-1,2-dihydropyridin-3-yl)amino)hept-5-en-2-yl)carbamate CN(C(O)=O)[C@H](C(NC=1C(N(C=CC1)CC1=NC2=C(N1)C=CC=C2OC2=CC=CC=C2)=O)=O)CC\C=C\C(=O)N.C(C)(C)(C)[GeH3]